C(C1=CC=CC=C1)OC=1C=NC=CC1CNC1=C(C(NCC1)=O)C(NC1=CC(=CC=C1)F)=S 4-({[3-(benzyloxy)pyridin-4-yl]methyl}amino)-N-(3-fluorophenyl)-2-oxo-1,2,5,6-tetrahydropyridine-3-carbothioamide